C(C)(C)(C)OC(=O)N1CCN(CC1)C1=C(C=C(C(=C1)Cl)N)F 4-(4-amino-5-chloro-2-fluorophenyl)piperazine-1-carboxylic acid tert-butyl ester